propane-1-sulfonamide, Potassium Salt [K+].C(CC)S(=O)(=O)[NH-]